6-(4-isopropyl-1'-(1-methylpiperidin-4-yl)-1H,1'H-[3,4'-bipyrazol]-5-yl)-8-methyl-[1,2,4]triazolo[1,5-a]pyridine C(C)(C)C=1C(=NNC1C=1C=C(C=2N(C1)N=CN2)C)C=2C=NN(C2)C2CCN(CC2)C